N1=C(N=C(C=C1)N1C(C2=CC(=C(C=C2C1CCC)OC)OC)=O)C1=NC=CC=N1 2-([2,2'-bipyrimidin]-4-yl)-5,6-dimethoxy-3-propylisoindolin-1-one